tert-butyl 4-(((3R,4R)-1-(2,2-difluoroethyl)-3-(1-methyl-1H-pyrazol-4-yl)piperidin-4-yl)methyl)-5,7-dimethyl-1H-indole-1-carboxylate FC(CN1C[C@H]([C@@H](CC1)CC1=C2C=CN(C2=C(C=C1C)C)C(=O)OC(C)(C)C)C=1C=NN(C1)C)F